2-(6-cyano-1-(2-(3-fluoro-2-methoxyphenyl)-2-((tetrahydro-2H-pyran-4-yl)oxy)ethyl)-5-methyl-2,4-dioxo-1,2-dihydrothieno[2,3-d]pyrimidin-3(4H)-yl)-2-methylpropionic acid C(#N)C1=C(C2=C(N(C(N(C2=O)C(C(=O)O)(C)C)=O)CC(OC2CCOCC2)C2=C(C(=CC=C2)F)OC)S1)C